tert-butyl (3S)-4-{[4-(hydroxymethyl)phenyl]methyl}-3-methylpiperazine-1-carboxylate OCC1=CC=C(C=C1)CN1[C@H](CN(CC1)C(=O)OC(C)(C)C)C